C[C@](N(C)C(CN(C)C(=O)C1[N@@](C1)CC1=CC=CC=C1)=O)(C(C)C)C(=O)O.C(=O)(O)CCP(CCC(=O)O)(CCC(=O)O)N([C@@H](C)C(=O)O)C tris(2-carboxyethyl)phosphino-N-methyl-alanine methyl-N-(N-((R)-1-benzylaziridine-2-carbonyl)-N-methylglycyl)-N-methyl-L-valinate